2-[6-({4-[2-(cyclopropylamino)-8-methoxy-4-quinazolinyl]-1H-1,2,3-triazol-1-yl}methyl)-2-pyridinyl]-2-propanol C1(CC1)NC1=NC2=C(C=CC=C2C(=N1)C=1N=NN(C1)CC1=CC=CC(=N1)C(C)(C)O)OC